FC=1C=C(C=CC1F)[C@H]1[C@@H](CN(C1)CCOC)NC(=O)NC1=C2C(=NN1C1=CC=CC=C1)CCC2 trans-1-(4-(3,4-difluorophenyl)-1-(2-methoxyethyl)pyrrolidin-3-yl)-3-(2-phenyl-2,4,5,6-tetrahydrocyclopenta[c]pyrazol-3-yl)urea